N-[(1H-benzotriazol-1-yl)(dimethylamino)methylene]-N-methyl-methanaminium tetrafluoroborate F[B-](F)(F)F.N1(N=NC2=C1C=CC=C2)C(=[N+](C)C)N(C)C